6,9-dimethylindolo[1,2-a]quinoxaline CC=1C=2N(C=3C=CC=CC3N1)C1=CC=C(C=C1C2)C